2-amino-6-(2,4-difluorophenoxy)nicotinic acid NC1=C(C(=O)O)C=CC(=N1)OC1=C(C=C(C=C1)F)F